C(C1=CC=CC=C1)OC(=O)NC(CC(=O)O)C(=O)N(C)C1=CC=C(C=C1)F 3-(benzyloxycarbonylamino)-4-((4-fluorophenyl)(methyl)amino)-4-oxobutanoic acid